(R)-2-((S)-2-((tert-Butoxycarbonyl)(methyl)amino)-N,4-dimethylvaleramido)-3-(4-phenyl-1H-1,2,3-triazol-1-yl)propanoic acid C(C)(C)(C)OC(=O)N([C@H](C(=O)N(C)[C@@H](C(=O)O)CN1N=NC(=C1)C1=CC=CC=C1)CC(C)C)C